4-[3-(5-{[(5-chlorothiophen-2-yl)methyl]amino}-1-(2,2-dimethylpropanoyl)-1H-pyrazol-3-yl)piperazine-1-carbonyl]morpholine-3-carboxylic acid ClC1=CC=C(S1)CNC1=CC(=NN1C(C(C)(C)C)=O)C1CN(CCN1)C(=O)N1C(COCC1)C(=O)O